C1(=CC=CC=C1)C1=CC=C(C=C1)C1=CC=C(C=C1)C1=CC=CC=C1 di(phenyl)(biphenyl)